(S)-3-(6-((R)-5-(hydroxymethyl)-5-methyl-2-((4-(4-methylpiperazin-1-yl)phenyl)amino)-5,6-dihydro-7H-pyrrolo[2,3-d]pyrimidin-7-yl)pyridin-2-yl)-4-methyloxazolidin-2-one OC[C@]1(CN(C=2N=C(N=CC21)NC2=CC=C(C=C2)N2CCN(CC2)C)C2=CC=CC(=N2)N2C(OC[C@@H]2C)=O)C